COC1=CC=C(C=C1)OC 1,4-dimethoxy-benzene